CSC1=NC(=CC(=N1)Cl)C 2-methylsulfanyl-4-chloro-6-methylpyrimidine